OC1=CC=CC=2OC3=CC=C(C=C3C(C12)=O)O 1,7-dihydroxyxanthone